ClC1=CC=C(C=C1)C1=NN(C=C1C=CC=1C=C(C(=O)O)C=CN1)C1=CC=CC=C1 2-(2-(3-(4-chlorophenyl)-1-phenyl-1H-pyrazol-4-yl)vinyl)isonicotinic acid